methyl 2-[4-(5-amino-4-cyano-1-isopropylpyrazol-3-yl)-3-chlorophenyl]acetate NC1=C(C(=NN1C(C)C)C1=C(C=C(C=C1)CC(=O)OC)Cl)C#N